C(C1=CC=CC=C1)OC1=NC(=NC=C1)CNC(=O)NCCC1(CC1)C(F)(F)F 1-((4-(Benzyloxy)pyrimidin-2-yl)methyl)-3-(2-(1-(trifluoromethyl)cyclopropyl)ethyl)urea